cholest-5,8(9)-dien-3beta-ol CC(C)CCC[C@@H](C)[C@H]1CC[C@H]2C=3CC=C4C[C@H](CC[C@]4(C)C3CC[C@]12C)O